(2-aminoethyl)aminopropyl-methyl-dimethoxysilane (terphenylyl)[(Diphenyl-d10)triazinylphenyl]dibenzoselenophenebenzyl-S-(1-methyl-4-(propan-2-ylidene)cyclohexyl)cysteinate C1(=C(C=CC=C1)[C@](N(CC1=CC=CC=C1C1=CC=CC=2[Se]C3=C(C21)C=CC=C3)C3=C(C(=C(C=C3)C3(C(C(C(C(C3[2H])([2H])[2H])([2H])[2H])([2H])[2H])([2H])[2H])[2H])C3(C(C(C(C(C3[2H])([2H])[2H])([2H])[2H])([2H])[2H])([2H])[2H])[2H])C3=NN=NC=C3)(CSC3(CCC(CC3)=C(C)C)C)C(=O)O)C=3C(=CC=CC3)C3=CC=CC=C3.NCCNCCC[Si](OC)(OC)C